CC1=CC=C(C=C1)[O-] para-methyl-phenolate